2-(3-chloro-pyridin-2-yl)-7-bromo-1-methyl-5-trifluoromethyl-benzimidazole ClC=1C(=NC=CC1)C1=NC2=C(N1C)C(=CC(=C2)C(F)(F)F)Br